N-(6-bromo-8,9-dihydroimidazo[1',2':1,6]pyrido[2,3-d]pyrimidin-2-yl)isoxazol-5-amine BrC1=CC2=C(N=C(N=C2)NC2=CC=NO2)N2C1=NCC2